1-(3-fluoro-4-methyl-phenyl)prop-2-en-1-ol FC=1C=C(C=CC1C)C(C=C)O